21-hydroxy-20-methyl-pregn-4-ene OCC([C@H]1CC[C@H]2[C@@H]3CCC4=CCCC[C@]4(C)[C@H]3CC[C@]12C)C